cyclopentyl (S)-6-diazo-2-((S)-2-(methylthio)propanamido)-5-oxohexanoate [N+](=[N-])=CC(CC[C@@H](C(=O)OC1CCCC1)NC([C@H](C)SC)=O)=O